4-(4-(imidazo[1,2-a]pyridin-7-ylmethoxy)-3-methoxybenzyl)-7-methoxyquinoline N=1C=CN2C1C=C(C=C2)COC2=C(C=C(CC1=CC=NC3=CC(=CC=C13)OC)C=C2)OC